N1=C(C=CC2=CC=CC=C12)N1C=C(C(C2=CC(=C(C(=C12)Cl)N1CCNCC1)F)=O)C(=O)O 1-(2-quinolyl)-8-chloro-6-fluoro-1,4-dihydro-7-piperazinyl-4-oxo-3-quinolinecarboxylic acid